C(C)(C)(C)OC(=O)N1C2=C(CCC1)SN=C2C(=O)O 4-(tert-butoxycarbonyl)-4,5,6,7-tetrahydroisothiazolo[4,5-b]pyridine-3-carboxylic acid